The molecule is a monohydroxyflavanone that is (2S)-flavanone substituted by a hydroxy group at position 5, a methoxy group at position 7, a methyl group at position 6 and a formyl group at position 8. Isolated from Cleistocalyx operculatus, it has been shown to exhibit inhibitory effects on the viral neuraminidases from two influenza viral strains, H1N1 and H9N2. It has a role as an EC 3.2.1.18 (exo-alpha-sialidase) inhibitor and a plant metabolite. It is a monohydroxyflavanone, a monomethoxyflavanone and an aldehyde. CC1=C(C2=C(C(=C1OC)C=O)O[C@@H](CC2=O)C3=CC=CC=C3)O